C1(CC1)CNC(=O)C=1N=C(OC1)C1=CC=C(C=C1)NS(=O)(=O)C1=CC=C(C=C1)C N-(cyclopropylmethyl)-2-(4-(4-methylphenylsulfonamido)phenyl)oxazole-4-carboxamide